FC1=CC=C(C=N1)C1=NNC(=C1)CNC1=CC=NS1 N-((3-(6-fluoropyridin-3-yl)-1H-pyrazol-5-yl)methyl)isothiazol-5-amine